2,2-dipropyl-decanoic acid C(CC)C(C(=O)O)(CCCCCCCC)CCC